3-(4-(ethylsulfonamido)-3-((1-methylpiperidin-3-yl)methoxy)phenyl)-5-(pyrazin-2-ylamino)-1H-pyrazole-4-carboxamide C(C)S(=O)(=O)NC1=C(C=C(C=C1)C1=NNC(=C1C(=O)N)NC1=NC=CN=C1)OCC1CN(CCC1)C